(2S,3S,5R)-4-[[3-(4-Fluoro-2-methoxy-phenyl)-5-methyl-5-(trifluoromethyl)tetrahydrofuran-2-carbonyl]amino]pyridin-2-carboxamid FC1=CC(=C(C=C1)[C@H]1[C@H](O[C@](C1)(C(F)(F)F)C)C(=O)NC1=CC(=NC=C1)C(=O)N)OC